(2s,4s)-2-(4-bromopiperidine-1-carbonyl)-7-oxa-5-azaspiro[3.4]octane-6-one BrC1CCN(CC1)C(=O)C1CC2(C1)NC(OC2)=O